P(=O)(O)(O)O[C@H]1[C@H]([C@@H](O[C@@H]1CO)N1C(=O)N=C(N)C=C1)O Cytidine-3'-phosphate